N-methyl-4-(octadecyl)anilinium C[NH2+]C1=CC=C(C=C1)CCCCCCCCCCCCCCCCCC